COC=1C=C(C(=O)N2CCN(CC2)CC(=O)N2CCCC23C(NC2=CC=CC=C2C3)=O)C=CC1 1-(2-(4-(3-methoxybenzoyl)piperazin-1-yl)acetyl)-1',4'-dihydro-2'H-spiro[pyrrolidine-2,3'-quinoline]-2'-one